CC1=CC=C2C=CC=C(C2=C1)C=1C=NC=2N(C1N)N=CC2C2=NN=NN2 6-(7-methylnaphthalen-1-yl)-3-(1H-tetrazol-5-yl)pyrazolo[1,5-a]pyrimidin-7-amine